4-(2-(2-((2-(4-(trifluoromethoxy)phenyl)-1H-benzo[d]imidazol-1-yl)methyl)phenoxy)ethyl)heptanoic acid FC(OC1=CC=C(C=C1)C1=NC2=C(N1CC1=C(OCCC(CCC(=O)O)CCC)C=CC=C1)C=CC=C2)(F)F